ClC1=C(C=CC(=N1)C(=O)NC)N1CCN(CC1)CC1=CC(=C2C(N(C(NC2=C1)=O)CC)=O)C 6-chloro-5-(4-((3-ethyl-5-methyl-2,4-dioxo-1,2,3,4-tetrahydroquinazolin-7-yl)methyl)piperazin-1-yl)-N-methylpicolinamide